C(C(=N)C(=O)O)C(=O)O The molecule is a succinic acid derivative having an imino group at the 2-position. It has a role as an Escherichia coli metabolite. It is a ketimine, a C4-dicarboxylic acid and an aspartic acid derivative. It derives from a succinic acid. It is a conjugate acid of an iminoaspartate and an iminoaspartate(1-).